C(C1=CC=CC=C1)N1CC2C(C1)C(CC2)NS(=O)C(C)(C)C N-(2-benzyloctahydrocyclopenta[c]pyrrol-4-yl)-2-methylpropan-2-sulfinamide